N',N1-diethyl-propane-1,3-diamine C(C)NCCCNCC